ClC1=CC2=C(N=N1)N(CC(C2)Cl)C2C[C@H]1CC[C@@H](C2)N1C(=O)OC(C)(C)C tert-butyl (1R,3s,5S)-3-(3,6-dichloro-6,7-dihydropyrido[2,3-c]pyridazin-8(5H)-yl)-8-azabicyclo[3.2.1]octane-8-carboxylate